(4-cyano-3-methyl-isothiazol-5-yl)-2-phenyl-butanamide C(#N)C=1C(=NSC1C(C(=O)N)(CC)C1=CC=CC=C1)C